CC=1SC=2N(C3=C(NC(C2N1)=O)C=NC(=N3)NC3=CC=C(C(=O)NC)C=C3)C 4-((2,4-dimethyl-10-oxo-9,10-dihydro-4H-pyrimido[5,4-b]thiazolo[5,4-e][1,4]diazepin-6-yl)amino)-N-methylbenzamide